COC1=C(CNC2=NC(=C(C=3N2C=C(N3)C(=O)O)C3=CC(=NC(=C3)C)C)C3=CC=CC=C3)C=CC(=C1)OC 5-(2,4-Dimethoxybenzylamino)-8-(2,6-dimethylpyridin-4-yl)-7-phenylimidazo[1,2-c]pyrimidine-2-carboxylic acid